8-methyl-8-n-propoxycarbonyltetracyclo[4.4.0.12,5.17,10]Dodec-3-ene CC1(C2C3C4C=CC(C3C(C1)C2)C4)C(=O)OCCC